1-(2-methyl-3-(trifluoromethyl)phenyl)prop-2-yn-1-ol CC1=C(C=CC=C1C(F)(F)F)C(C#C)O